O=C1NC=C(C2=CC=C(C=C12)O[C@@H](C(=O)N1C[C@H](CCC1)C(=O)OCC)C)C1=C(C=CC=C1)C ethyl (S)-1-((R)-2-((1-oxo-4-(o-tolyl)-1,2-dihydroisoquinolin-7-yl)oxy)propanoyl)piperidine-3-carboxylate